(E)-N-(2-(4-(((4-(benzylamino)-6-(1-methylcyclopropoxy)pyrimidin-5-yl)imino)methyl)-3-chlorophenoxy)ethyl)-N-methylglycine C(C1=CC=CC=C1)NC1=NC=NC(=C1\N=C\C1=C(C=C(OCCN(CC(=O)O)C)C=C1)Cl)OC1(CC1)C